CC1N(CC(N(C1)C(=O)O)C)C(=O)O.OC1=CC=C(C=C1)C(C=CC1=CC=C(C=C1)O)=O 1,3-bis(4-hydroxyphenyl)prop-2-en-1-one 2,5-dimethylpiperazine-1,4-dicarboxylate